tert-butyl (3aR,4R,5S,6aS)-5-(1,3-dioxoisoindolin-2-yl)-4-fluorohexahydrocyclopenta[c]pyrrole-2(1H)-carboxylate O=C1N(C(C2=CC=CC=C12)=O)[C@@H]1[C@@H]([C@@H]2[C@@H](CN(C2)C(=O)OC(C)(C)C)C1)F